NC(C1CCCCC1)(C1CCCCC1)N trans-diaminodicyclohexylmethane